4-ethyl-1H,4H,5H-pyrrolo[3,2-b]pyridin-5-one C(C)N1C2=C(C=CC1=O)NC=C2